propylene glycol gamma-linolenate C(CCCC\C=C/C\C=C/C\C=C/CCCCC)(=O)O.C(C(C)O)O